(2S,3S)-3-hydroxy-2-((R)-4-((3R,5R,8R,9S,10S,13R,14S,17R)-3-hydroxy-10,13-dimethyl-hexadecahydro-1H-cyclopenta[a]phenanthren-17-yl)pentanamido)butanoic acid O[C@H]([C@@H](C(=O)O)NC(CC[C@@H](C)[C@H]1CC[C@H]2[C@@H]3CC[C@@H]4C[C@@H](CC[C@@]4([C@H]3CC[C@]12C)C)O)=O)C